FC=1C(=CC(=NC1)OC)C1=CC(=NN1)C(=O)N1C2(CC2)C[C@H](CC1)C(=O)NCC12CCC(C1)(C2)O (S)-4-(5-(5-fluoro-2-methoxypyridin-4-yl)-1H-pyrazole-3-carbonyl)-N-((4-hydroxybicyclo[2.1.1]hexan-1-yl)methyl)-4-azaspiro[2.5]octane-7-carboxamide